2-(2-methoxyethoxy)thiazole-5-carbaldehyde COCCOC=1SC(=CN1)C=O